(S)-N-(benzo[d]thiazol-2-yl)-1-cyanopyrrolidine-3-carboxamide S1C(=NC2=C1C=CC=C2)NC(=O)[C@@H]2CN(CC2)C#N